N,N-diaminopropyl-cyclohexylamine NN(N)C1(CCCCC1)CCC